5-(4-(Trifluoromethyl)-3-(2-phenylethynyl)phenoxy)-1H-1,2,3-triazole-4-carboxylic acid FC(C1=C(C=C(OC2=C(N=NN2)C(=O)O)C=C1)C#CC1=CC=CC=C1)(F)F